2-isopropoxy-5-methyl-benzenesulfonamide C(C)(C)OC1=C(C=C(C=C1)C)S(=O)(=O)N